N(=C=O)C(CCC=1C=C(C=CC1)N=C=O)C m-(3-isocyanatobutyl)-phenyl isocyanate